bis(carboxyphenyl)DIMETHYLSILANE C(=O)(O)C1=C(C=CC=C1)[Si](C)(C)C1=C(C=CC=C1)C(=O)O